FC1=C(C(=O)C(C(=O)OCC)=CNCC)C=C(C(=C1F)F)F ethyl 2-(2,3,4,5-tetrafluorobenzoyl)-3-ethylaminoacrylate